methyl-4-oxobutanoate COC(CCC=O)=O